O1C(=NC=C1)CC=1C=CC(=NC1)NC(OC(C)(C)C)=O tert-butyl (5-(oxazol-2-ylmethyl)pyridin-2-yl)carbamate